Cl.NC(C(=O)OC(C)(C)C)C(C)C tert-Butyl 2-amino-3-methylbutanoate hydrochloride